C1=C(C=CC2=CC=CC=C12)CN1CCC(CC1)(C(=O)NCC(=O)O)NC1=CC=CC=C1 (1-(naphthalen-2-ylmethyl)-4-(phenylamino)piperidine-4-carbonyl)glycine